(-)-6-{2-(4-fluorophenyl)-6-[(4-methylpiperazin-1-yl)methyl]-4,5,6,7-tetrahydropyrazolo[1,5-a]pyrimidin-3-yl}-2-(2-methylphenyl)pyridazin-3(2H)-one FC1=CC=C(C=C1)C1=NN2C(NCC(C2)CN2CCN(CC2)C)=C1C=1C=CC(N(N1)C1=C(C=CC=C1)C)=O